fluoro-n-octanesulfonic acid FC(CCCCCCC)S(=O)(=O)O